2-tert-octylamino-4,6-dichloro-s-triazine C(C)(C)(CC(C)(C)C)NC1=NC(=NC(=N1)Cl)Cl